2-(2,6-dioxo-3-piperidyl)-4-piperazin-1-yl-isoindoline-1,3-dione trifluoroacetate FC(C(=O)O)(F)F.O=C1NC(CCC1N1C(C2=CC=CC(=C2C1=O)N1CCNCC1)=O)=O